tert-butyl (S)-6-methyl-4-(4,4,5,5-tetramethyl-1,3,2-Dioxaborolane-2-yl)-3,6-dihydropyridine-1(2H)-carboxylate C[C@H]1C=C(CCN1C(=O)OC(C)(C)C)B1OC(C(O1)(C)C)(C)C